ClC=1C=C(C=CC1)C(CO)NC(=O)C=1N=CN(C1)C1=NC(=NC=C1C)NC1=CC=C(C=C1)F N-(1-(3-chlorophenyl)-2-hydroxy-ethyl)-1-(2-((4-fluoro-phenyl)amino)-5-methyl-pyrimidin-4-yl)-1H-imidazole-4-carboxamide